[Cl-].C(CCCCCCCCC)[NH+]1CC(CCC1)CCCC 1-Decyl-3-butylpiperidinium chlorid